O(C1=CC=CC=C1)CCCC(=O)NCC(=O)N1[C@@H](C[C@@H](C1)C1=C(C=CC=C1)C)C(=O)O (2S,4R)-1-((4-phenoxybutanoyl)glycyl)-4-(o-tolyl)pyrrolidine-2-carboxylic acid